C1(CC1)C1=CC(=C(C=C1)NC1=C2C(=NC(=C1)NC(=O)C1CC1)NN(C2=O)C)S(=O)(=O)C N-(4-((4-cyclopropyl-2-(methylsulfonyl)phenyl)amino)-2-methyl-3-oxo-2,3-dihydro-1H-pyrazolo[3,4-b]pyridin-6-yl)cyclopropanecarboxamide